[Si](C)(C)(C(C)(C)C)O[C@H]1[C@@H](O[C@@H]([C@H]1O[Si](C)(C)C(C)(C)C)CSCC=1C(=NOC1C(C)C)C1=CC=CC=C1)N1C=CC2=C1N=CN=C2N 7-((2R,3R,4R,5S)-3,4-bis((tert-Butyldimethylsilyl)oxy)-5-((((5-isopropyl-3-phenylisoxazol-4-yl)methyl)thio)methyl)tetrahydrofuran-2-yl)-7H-pyrrolo[2,3-d]pyrimidin-4-amine